tert-butyl (5-chloro-2-(1-cyanoethyl)-3-methylthieno[3,2-b]pyridin-7-yl)(furan-2-ylmethyl)carbamate ClC1=CC(=C2C(=N1)C(=C(S2)C(C)C#N)C)N(C(OC(C)(C)C)=O)CC=2OC=CC2